CC(CN)CCCN 2-Methyl-1,5-pentanediamine